Tert-butyldimethyl-(3-nitrophenoxy)silane C(C)(C)(C)[Si](OC1=CC(=CC=C1)[N+](=O)[O-])(C)C